bis(2-glycidoxybutyloxypentyl)-2-glycidoxypropylethoxysilane C(C1CO1)OC(COCCCCC[Si](OCC)(CC(C)OCC1CO1)CCCCCOCC(CC)OCC1CO1)CC